2,6-Difluoro-4-((S)-3-(methyl((R)-1-methylpyrrolidin-3-yl)amino)-3-(3-(trifluoro-methyl)phenethyl)piperidin-1-yl)-N-(pyrimidin-4-yl)benzenesulfonamide FC1=C(C(=CC(=C1)N1C[C@@](CCC1)(CCC1=CC(=CC=C1)C(F)(F)F)N([C@H]1CN(CC1)C)C)F)S(=O)(=O)NC1=NC=NC=C1